tert-Butyl 5-fluoro-7-methoxy-6-(4,4,5,5-tetramethyl-1,3,2-dioxaborolan-2-yl)-2,3-dihydro-1H-inden-1-ylcarbamate FC=1C=C2CCC(C2=C(C1B1OC(C(O1)(C)C)(C)C)OC)NC(OC(C)(C)C)=O